(R)-8-cyclopentyl-2-((4-(5-((4-cyclopentylpiperazin-1-yl)methyl)-1,2,4-oxadiazol-3-yl)-2-methoxyphenyl)amino)-7-ethyl-5-methyl-7,8-dihydropteridin-6(5H)-one C1(CCCC1)N1[C@@H](C(N(C=2C=NC(=NC12)NC1=C(C=C(C=C1)C1=NOC(=N1)CN1CCN(CC1)C1CCCC1)OC)C)=O)CC